((1R,3s,5S)-8-(isothiazol-5-ylmethyl)-8-azabicyclo[3.2.1]oct-3-yl)-1H-indole-6-carboxamide S1N=CC=C1CN1[C@H]2CC(C[C@@H]1CC2)N2C=CC1=CC=C(C=C21)C(=O)N